C1(=CC=CC=C1)C1=NC(=NC(=N1)C1=CC=CC=C1)C1=CC=C(C=C1)N1C2=CC=C(C=C2C=2C=C(C=CC12)N1C2=CC=C(C=C2C=2C=C(C=CC12)C1=CC=CC=C1)C1=CC=CC=C1)N1C2=CC=C(C=C2C=2C=C(C=CC12)C1=CC=CC=C1)C1=CC=CC=C1 9'-(4-(4,6-Diphenyl-1,3,5-triazin-2-yl)phenyl)-3,3'',6,6''-tetraphenyl-9'H-9,3':6',9''-tercarbazol